ClC=1C=C(C=NC1N1N=CC=N1)NC(=O)[C@@H]1C[C@@](C2=C1C=NC=1N2N=C(C1)F)(C)C=1C=NN(C1)C(C)(F)F trans-N-(5-chloro-6-(2H-1,2,3-triazol-2-yl)pyridin-3-yl)-8-(1-(1,1-difluoroethyl)-1H-pyrazol-4-yl)-2-fluoro-8-methyl-7,8-dihydro-6H-cyclopenta[e]pyrazolo[1,5-a]pyrimidine-6-carboxamide